ClC=1C(=C(C=CC1F)C(N[S@](=O)C(C)(C)C)C=1C=NC(=NC1)OC(F)F)F (R)-N-((3-chloro-2,4-difluorophenyl)(2-(difluoromethoxy)pyrimidin-5-yl)methyl)-2-methylpropane-2-sulfinamide